1,4-bis(glycidoxy)naphthalene mercury(II) [Hg+2].C(C1CO1)OC1=CC=C(C2=CC=CC=C12)OCC1CO1